Praseodymium (III) Acetate C(C)(=O)[O-].[Pr+3].C(C)(=O)[O-].C(C)(=O)[O-]